4-chloro-2-((1S,2S)-2-hydroxycyclohexyl)-6-(4-methoxybenzyl)-5-methylisoindolin-1-one ClC1=C2CN(C(C2=CC(=C1C)CC1=CC=C(C=C1)OC)=O)[C@@H]1[C@H](CCCC1)O